CC1=C(C(=CC=C1)[C@H](C)C2=CN=CN2)C The molecule is a medetomidine. It has a role as an alpha-adrenergic agonist, a non-narcotic analgesic, an analgesic and a sedative. It is an enantiomer of a levomedetomidine.